COC=1C=C(C=NC1)C(CC)=O (5-methoxypyridin-3-yl)propan-1-one